5-Bromo-1-methylimidazo[1,5-a]pyridin-8-amine BrC1=CC=C(C=2N1C=NC2C)N